((2R,3R,4R,5R)-5-(2,4-dioxo-3,4-dihydropyrimidin-1(2H)-yl)-3-((hydroxy(4-hydroxybutoxy)phosphoryl)oxy)-4-methoxytetrahydrofuran-2-yl)methyl (4-hydroxybutyl) hydrogen phosphate P(=O)(OC[C@H]1O[C@H]([C@@H]([C@@H]1OP(=O)(OCCCCO)O)OC)N1C(NC(C=C1)=O)=O)(OCCCCO)O